2-(3,4-dimethoxyphenyl)-N-(4-(4-(dimethylamino)piperidin-1-yl)cyclohexyl)-3-isopropyl-1H-indol-5-amine COC=1C=C(C=CC1OC)C=1NC2=CC=C(C=C2C1C(C)C)NC1CCC(CC1)N1CCC(CC1)N(C)C